COC(=O)C=1C=2N(C=CC1)C=CN2 methylimidazo[1,2-a]pyridine-8-carboxylate